ClC=1C=[N+](C=C(C1C[C@H](OC(C1=CC(=C(C=C1)NS(=O)(=O)C)OCC1CC1)=O)C1=CC(=C(C=C1)OC(F)F)OCC1CC1)Cl)[O-] 3,5-dichloro-4-[(2S)-2-[3-(cyclopropylmethoxy)-4-(difluoromethoxy)phenyl]-2-{[3-(cyclopropylmethoxy)-4-(methylsulfonylamino)benzoyl]oxy}ethyl]pyridine 1-oxide